COC(=O)C=1N=C2N(C=CC=C2)C1 imidazo[1,2-a]Pyridine-2-carboxylic acid methyl ester